CC1(OC2=CC=C3C(=C2C=C1)OC(=C3)C(\C=C\C3=C(C=CC=C3)OC)=O)C (E)-1-(7,7-dimethyl-7H-furo[2,3-f]chromen-2-yl)-3-(2-methoxyphenyl)prop-2-en-1-one